N1-(2-(1H-1,2,4-triazol-1-yl)ethyl)-N3-phenylbenzene-1,3-diamine N1(N=CN=C1)CCNC1=CC(=CC=C1)NC1=CC=CC=C1